N,N-dimethyl-2-(5-((2R,5S)-5-methylpiperidin-2-yl)benzo[d]thiazol-2-yl)ethanamine CN(CCC=1SC2=C(N1)C=C(C=C2)[C@@H]2NC[C@H](CC2)C)C